C(C1=CC=CC=C1)(=O)O.C=C.C=C diethylene benzoate